NC=1C(N(C2=C(N1)SC(=C2)C(=O)NCC2=NN(C=N2)C)C2=CC1=C(OCCN1C1=CC=CC=C1)C=C2)=O 3-amino-N-((1-methyl-1H-1,2,4-triazol-3-yl)methyl)-2-oxo-1-(4-phenyl-3,4-dihydro-2H-benzo[b][1,4]oxazin-6-yl)-1,2-dihydrothieno[2,3-b]pyrazine-6-carboxamide